(E)-5-(6-(isoxazol-3-yl)-6-oxohex-2-en-1-yl)-5-(5-(7-methoxy-2-methylquinolin-6-yl)-1-((2-(trimethylsilyl)ethoxy)methyl)-1H-imidazol-2-yl)pyrrolidin-2-one O1N=C(C=C1)C(CC/C=C/CC1(CCC(N1)=O)C=1N(C(=CN1)C=1C=C2C=CC(=NC2=CC1OC)C)COCC[Si](C)(C)C)=O